butyl 4-(3-nitrophenoxy)piperidine-1-carboxylate [N+](=O)([O-])C=1C=C(OC2CCN(CC2)C(=O)OCCCC)C=CC1